FC(CCC=1NC(C=2C(N1)=NN(C2)C2=C(C=C(C=C2C)C)O)=O)(C)F 6-(3,3-difluorobutyl)-2-(2-hydroxy-4,6-dimethylphenyl)-2,5-dihydro-4H-pyrazolo[3,4-d]pyrimidin-4-one